tert-butyl 7-((3-(2,6-dioxopiperidin-3-yl)-1-methyl-1H-indazol-7-yl)amino)-2-azaspiro[3.5]nonane-2-carboxylate O=C1NC(CCC1C1=NN(C2=C(C=CC=C12)NC1CCC2(CN(C2)C(=O)OC(C)(C)C)CC1)C)=O